C(#N)C1=C(C=O)C=CC=C1OC cyano-3-methoxybenzaldehyde